(S)-1-(5-chloro-3-fluoropyridin-2-yl)-3-(2-(methylsulfonyl)ethyl)-4-(4-(trifluoromethyl)benzyl)piperazine-2,5-dione ClC=1C=C(C(=NC1)N1C([C@@H](N(C(C1)=O)CC1=CC=C(C=C1)C(F)(F)F)CCS(=O)(=O)C)=O)F